COC(=O)C1=CN(C=C1)CC=1C=NN(C1)C ((1-Methyl-1H-pyrazol-4-yl)methyl)-1H-pyrrole-3-carboxylic acid methyl ester